1-(2-(3,8-diazabicyclo[3.2.1]octan-8-yl)-7,8-dihydro-1,6-naphthyridin-6(5H)-yl)-2-cyclopentylethan-1-one C12CNCC(CC1)N2C2=NC=1CCN(CC1C=C2)C(CC2CCCC2)=O